ClC1=NC=C(C(=N1)NC1=C(C=C(C=C1)F)P(=O)(C)C)Cl 2,5-dichloro-N-[2-(dimethylphosphoryl)-4-fluorophenyl]pyrimidin-4-amine